NC(CCC=1C=CC2=C(NC(=N2)CNC2=C(C=CC=C2)C=CC(=O)NO)C1)=O 3-(2-(((6-(3-amino-3-oxopropyl)-1H-benzo[d]imidazol-2-yl)methyl)amino)phenyl)-N-hydroxyacrylamide